C(CCC)C1=NC(=NN1C1=CC=C(C=C1)C1=C(C=C(C=C1)OC)OC)C1=CC=C(OCCCN(CC)CC)C=C1 3-(4-(5-Butyl-1-(2',4'-dimethoxy-[1,1'-biphenyl]-4-yl)-1H-1,2,4-triazol-3-yl)phenoxy)-N,N-diethyl-propan-1-amine